F[P-](F)(F)(F)(F)F.N1N=NC2=C1C=CC=C2[NH+]=C(O)N benzotriazolyl-uronium hexafluorophosphate